C(#C)C1=CC(=NC=2N=C(N=CC21)NC2=CC=C(C=C2)N2CCN(CC2)C)NC(=O)NC2(COC2)C 1-(5-ethynyl-2-((4-(4-methylpiperazin-1-yl)phenyl)amino)pyrido[2,3-d]pyrimidin-7-yl)-3-(3-methyloxetan-3-yl)urea